4'-biphenylyl-acetyl chloride C1(=CC=CC=C1)C1=CC=C(C=C1)CC(=O)Cl